C(C1=CC=CC=C1)(=O)NC1=C2NC=NC2=NC=N1 N6-benzoyladenin